allyl-ammonium C(C=C)[NH3+]